2-[3-(4-Chloro-3-fluorophenyl)-1-ethyl-1H-1,2,4-triazol-5-yl]-N-[(3,5-dichlorophenyl)methyl]-2,2-difluoroacetamid ClC1=C(C=C(C=C1)C1=NN(C(=N1)C(C(=O)NCC1=CC(=CC(=C1)Cl)Cl)(F)F)CC)F